2-{[4-(3-ethyl-1H-indazol-5-yl)-1-oxo-2,3-dihydro-1H-isoindol-2-yl]methyl}prop-2-enenitrile C(C)C1=NNC2=CC=C(C=C12)C1=C2CN(C(C2=CC=C1)=O)CC(C#N)=C